FC1(CC(C1)C=1NC=C(N1)CC1=CC=NC=C1)F 4-((2-(3,3-difluorocyclobutyl)-1H-imidazol-4-yl)methyl)pyridine